P(=O)([O-])([O-])[O-].[Na+].[Mn+2].[Ti+4].[Na+] sodium-titanium-manganese-sodium phosphate